Cyclohexyladenosine C1CCC(CC1)[C@@]2([C@@H]([C@@H]([C@H](O2)CO)O)O)N3C=NC4=C(N=CN=C43)N